C(C)(C)(C)OC=1C=C(C=CC1OC(C)(C)C)[S+](C1=CC=CC=C1)C1=CC=CC=C1 (3,4-di-t-butoxyphenyl)diphenylsulfonium